C12(CC3CC(CC(C1)C3)C2)CC(=O)OCCCCCCCCN(CCCCCCCC(=O)OCCC(CCCCC)CCCCC)CCO 3-pentyloctyl 8-((8-(2-((3r,5r,7r)-adamantan-1-yl)acetoxy)octyl)(2-hydroxyethyl) amino)octanoate